(R)-N-(4-(6-(1-hydroxypropyl)-4-methylpyridin-3-yl)thiazolo[5',4':3,4]benzo[1,2-d]oxazol-7-yl)cyclopropanecarboxamide O[C@H](CC)C1=CC(=C(C=N1)C1=CC2=C(C3=C1N=CO3)SC(=N2)NC(=O)C2CC2)C